C3-Propanoic acid CCC(=O)O